CC1(COB(OC1)C=1C=CC=C2C(=CNC12)C(=O)C1=CC(=C(C(=C1)F)F)F)C (7-(5,5-dimethyl-1,3,2-dioxaborinan-2-yl)-1H-indol-3-yl)(3,4,5-trifluorophenyl)methanone